C(C1=CC=CC=C1)N1C(=NC2=C1C=C(C=C2)C#N)CCCC 1-benzyl-2-butyl-1H-benzo[d]imidazole-6-carbonitrile